((7aR,8R,10R,10aR)-10-(4-aminopyrrolo[2,1-f][1,2,4]triazin-7-yl)-10-cyano-4,4-dimethyl-2,6-dioxooctahydro-2H-furo[3,4-b][1,4]dioxonin-8-yl)methyl (2-ethylbutyl) carbonate C(OC[C@H]1O[C@@]([C@@H]2OC(CC(CC(O[C@@H]21)=O)(C)C)=O)(C#N)C2=CC=C1C(=NC=NN12)N)(OCC(CC)CC)=O